[I-].C(#N)C1=CC=CC=2N(C=[N+](C21)C)C2=CC=CC=C2 4-cyano-3-methyl-1-phenyl-1H-benzo[d]imidazol-3-ium iodide